2-(2-(3-(1-benzyl-1H-indazole-3-carboxamido)-4-(piperidin-1-yl)benzamido)-5-fluorophenyl)acetic acid C(C1=CC=CC=C1)N1N=C(C2=CC=CC=C12)C(=O)NC=1C=C(C(=O)NC2=C(C=C(C=C2)F)CC(=O)O)C=CC1N1CCCCC1